FC=1C(=C2CCCC2=CC1)C(C)C=1N=CNC1 4-[1-(5-fluoro-2,3-dihydro-1H-inden-4-yl)ethyl]-1H-imidazole